C(CC)C(C(=O)OCC(C)C)(C(C(=O)OCC(C)C)(CCC)CCC)CCC diisobutyl 2,2,3,3-tetrapropylsuccinate